Fmoc-ammonia C(=O)(OCC1C2=CC=CC=C2C2=CC=CC=C12)N